(S)-7-(5-(difluoromethyl)pyrimidin-2-yl)-6-fluoro-3-(4-((6-oxo-5-(trifluoromethyl)-1,6-dihydropyridazin-4-yl)amino)pentyl)quinazolin-4(3H)-one FC(C=1C=NC(=NC1)C1=C(C=C2C(N(C=NC2=C1)CCC[C@H](C)NC=1C=NNC(C1C(F)(F)F)=O)=O)F)F